C(CCCC)C=1C=CC(=NC1)C(=O)NC1=NC=CC=C1 5-pentyl-N-(pyridin-2-yl)picolinamide